(5s,7s)-7-fluoro-2-[(E)-2-(1-methylpyrazol-4-yl)vinyl]-5-phenyl-6,7-dihydro-5H-pyrrolo[1,2-b][1,2,4]triazole F[C@H]1C[C@H](N2N=C(N=C21)\C=C\C=2C=NN(C2)C)C2=CC=CC=C2